8-bromo-2-(2-(4-methoxyphenoxy)acetyl)-1,3,4,12a-tetrahydrobenzo[e]pyrazino[1,2-a][1,4]diazepine-6,12(2H,11H)-dione BrC1=CC2=C(NC(C3N(C2=O)CCN(C3)C(COC3=CC=C(C=C3)OC)=O)=O)C=C1